NC1=CC=C(C=N1)C1=NC(=NC(=N1)N1CCOCC1)N1CCN(CC1)CCCCCC(=O)NO 6-(4-(4-(6-aminopyridine-3-yl)-6-morpholinyl-1,3,5-triazin-2-yl)piperazin-1-yl)-N-hydroxyhexanamide